N1C=NC2=C1C=CC(=C2)NC(CN)C2=CC=C(C=C2)C=2SC=CN2 N1-(1H-Benzimidazol-5-yl)-1-[4-(1,3-thiazol-2-yl)phenyl]ethane-1,2-diamine